ClC1=CC=C(C=C1)[C@@]1(N(C(C2=CC(=CC=C12)C(C(=O)NCC)(C)O)=O)CC1=NC=C(C=C1)Cl)OC 2-[(1R)-1-(4-chlorophenyl)-2-[(5-chloropyridin-2-yl)methyl]-1-methoxy-3-oxo-2,3-dihydro-1H-isoindol-5-yl]-N-ethyl-2-hydroxypropanamide